C(C1CO1)OCCC[Si](OCCC)(OCCC)OCCC glycidoxypropyl-tripropoxysilane